C(C)C(CP(O)(=O)CC(CCCC)CC)CCCC Di-(2-ethylhexyl)phosphinic Acid